N-(3-chloro-2-methylphenyl)-2-[(2S)-1-methylpyrrolidin-2-yl]-6-({[2-(trifluoromethyl)phenyl]carbonyl}amino)-1H-benzoimidazole-4-carboxamide ClC=1C(=C(C=CC1)NC(=O)C1=CC(=CC=2NC(=NC21)[C@H]2N(CCC2)C)NC(=O)C2=C(C=CC=C2)C(F)(F)F)C